4-(2-fluorophenyl)-7-(4-(methoxymethyl)-1,3-thiazol-5-yl)-2-(2-(2-propenoyl)-2,6-diazaspiro[3.4]octan-6-yl)-3-quinolinecarbonitrile FC1=C(C=CC=C1)C1=C(C(=NC2=CC(=CC=C12)C1=C(N=CS1)COC)N1CC2(CN(C2)C(C=C)=O)CC1)C#N